CN(C1=NC=CC(=N1)[C@@H](C)NC(CC)=O)C N-[(1R)-1-[2-(dimethylamino)pyrimidin-4-yl]ethyl]propionamide